2-(isopropylamino)ethan-1-ol C(C)(C)NCCO